1,2-dibutylpiperidinium methanesulfonate CS(=O)(=O)[O-].C(CCC)[NH+]1C(CCCC1)CCCC